C(C)C1(NC(N(C(C1)=O)CC1=CC(=CC=C1)C(N[C@H]1CCC2=CC=CC=C12)=O)=[NH2+])CC [4,4-diethyl-1-[[3-[[(1S)-indan-1-yl]carbamoyl]phenyl]methyl]-6-oxo-hexahydropyrimidin-2-ylidene]ammonium